(1,3-Bis(diphenylphosphino)propane) palladium(II) chloride [Pd](Cl)Cl.C1(=CC=CC=C1)P(CCCP(C1=CC=CC=C1)C1=CC=CC=C1)C1=CC=CC=C1